B1(OCC2=C1C=CC(=C2)O)O benzo[c][1,2]oxaborole-1,5(3H)-diol